N=1N(N=CC1)C1=C(C=C(C=N1)NC(=O)N1C2=C(OC(C1)C#N)C(=CC=C2)Br)C(F)(F)F N-(6-(2H-1,2,3-triazol-2-yl)-5-(trifluoromethyl)pyridin-3-yl)-8-bromo-2-cyano-2,3-dihydro-4H-benzo[b][1,4]oxazine-4-carboxamide